FC(C1=CC=C(C=C1)[C@H]1CC[C@H](CC1)OC=1N=NNC1C(=O)O)(F)F 4-(((cis)-4-(4-(trifluoromethyl)phenyl)cyclohexyl)oxy)-1H-1,2,3-triazole-5-carboxylic acid